CN[C@@H](CS)C(=O)O methyl-cysteine